C1(CC1)CN1CC2=C(CC1)C(=NN2)C(=O)N2CCC(CC2)C2=C(C(=C(C=C2)F)F)C(F)(F)F (6-(cyclopropylmeth-yl)-4,5,6,7-tetrahydro-1H-pyrazolo[3,4-c]pyridin-3-yl)(4-(3,4-difluoro-2-(trifluoro-methyl)phenyl)piperidin-1-yl)methanone